CN[C@H](C(=O)O)CC1=CC=C(C=C1)OCCC (S)-2-(methylamino)-3-(4-propoxyphenyl)propanoic acid